O[C@H]1C[C@H](CCC1)NC(OC(C)(C)C)=O |r| rac-tert-butyl ((1S,3R)-3-hydroxycyclohexyl)carbamate